C(CCCC#C)NC(NC1=CC=C(C=C1)S[C@H]1[C@H]([C@H]([C@@H]([C@H](O1)CCP(O)(O)=O)O)O)O)=O (2-((2R,3S,4S,5S,6S)-6-((4-(3-(hex-5-yn-1-yl)ureido)phenyl)thio)-3,4,5-trihydroxytetrahydro-2H-pyran-2-yl)ethyl)phosphonic acid